3,4-dichlorotetrahydrothiophene ClC1CSCC1Cl